caffeoylmethionine C(\C=C\C1=CC(O)=C(O)C=C1)(=O)N[C@@H](CCSC)C(=O)O